O[C@H](C(=O)N1C[C@H]([C@](C1)(C)[C@@H](C)O)C=1C=CC(=C(OC2CN(C2)C2=NC=C(C#N)C(=C2)C)C1)OC)CO 6-(3-(5-((3S,4S)-1-((S)-2,3-dihydroxypropionyl)-4-((R)-1-hydroxyethyl)-4-methylpyrrolidin-3-yl)-2-methoxyphenoxy)azetidin-1-yl)-4-methylnicotinonitrile